2,4',5-tribromobiphenyl BrC1=C(C=C(C=C1)Br)C1=CC=C(C=C1)Br